NCCNCCC[Si](OCC)(OCC)OCC N-(2-aminoethyl)-3-aminopropyl-triethoxy-silane